The molecule is a delta-lactone that is 2-oxabicyclo[3.2.1]octan-3-one substituted by methyl groups at positions 1, 8 and 8 respectively. It has a role as a plant metabolite. CC1(C2CCC1(OC(=O)C2)C)C